[Si](C)(C)(C(C)(C)C)O[C@@H]1[C@H]([C@H]2OC(OC[C@H]2O[C@H]1C(=O)O)(C)C)N1N=NC(=C1)C1=CC(=C(C(=C1)F)F)F (4aR,6R,7R,8S,8aR)-7-((tert-butyldimethylsilyl)oxy)-2,2-dimethyl-8-(4-(3,4,5-trifluorophenyl)-1H-1,2,3-triazol-1-yl)hexahydropyrano[3,2-d][1,3]dioxine-6-carboxylic acid